C(\C=C\C=C\C=C/CCC)(=O)OC methyl (E,E,Z)-2,4,6-decatrienoate